C(C)(C)(C)OC(=O)N1CCN(CC1)S(=O)(=O)C1=CC(=C(N1)C(=O)O)C 5-((4-(Tert-butoxycarbonyl)piperazin-1-yl)sulfonyl)-3-methyl-1H-pyrrole-2-carboxylic acid